6-(4-(2-(5-amino-8-methylbenzo[f][1,7]naphthyridin-2-yl)ethyl)-3-methylphenoxy)-1,1-difluorohexylphosphonic acid NC1=NC2=C(C=3C=C(C=NC13)CCC1=C(C=C(OCCCCCC(F)(F)P(O)(O)=O)C=C1)C)C=CC(=C2)C